COC(=O)C1=NC(=NC(=C1)CC)N1C=NC=C1 6-ethyl-2-(1H-imidazol-1-yl)-pyrimidine-4-carboxylic acid methyl ester